6-cyanopyrimidin C(#N)C1=CC=NC=N1